C(#N)C=C cyanoethene